(2S)-2-[5-[2,4-dichloro-5-(1,1,2,2-tetrafluoroethoxy)phenyl]-4-oxo-1,3,5-oxadiazinan-3-yl]propanamide ClC1=C(C=C(C(=C1)Cl)OC(C(F)F)(F)F)N1C(N(COC1)[C@H](C(=O)N)C)=O